2-{[(1-cyclopropyl-1H-pyrazol-4-yl)methyl]amino}-6-[5-(difluoromethyl)-1,3,4-oxadiazol-2-yl]-2,3-dihydro-1H-isoindol-1-one C1(CC1)N1N=CC(=C1)CNN1C(C2=CC(=CC=C2C1)C=1OC(=NN1)C(F)F)=O